FC(C=1C=CC=2N(N1)C(=CN2)C2=CC(=NC=N2)N2CC(OCC2)CC#N)F 2-(4-(6-(6-(Difluoromethyl)imidazo[1,2-b]pyridazin-3-yl)pyrimidin-4-yl)morpholin-2-yl)acetonitrile